O1C(=CC=C1)C1=CC=C(CNC(=O)[C@@H]2N([C@@H](CNC2)C)C(C(C)C)=O)C=C1 cis-N-(4-(furan-2-yl)benzyl)-1-isobutyryl-6-methylpiperazine-2-carboxamide